tert-butyl 4-(1-acetoxyethyl)-2,3-dihydro-1H-pyrrolo[3,2-c]pyridine-1-carboxylate C(C)(=O)OC(C)C1=NC=CC2=C1CCN2C(=O)OC(C)(C)C